P(=O)(O)(O)OC[C@@H]1[C@H](C[C@@H](O1)N1C=NC=2C(=O)NC(N)=NC12)O.BrC1=C2CN(CC2=CC=C1)C1=C(C=C(C=C1)Cl)F 4-bromo-2-(4-chloro-2-fluorophenyl)isoindoline deoxy-guanosine-monophosphate